Methyl 2-(8-chloro-1-((2R,4R)-2-methyltetrahydro-2H-pyran-4-yl)-1H-imidazo[4,5-c]quinolin-2-yl)acetate ClC1=CC=2C3=C(C=NC2C=C1)N=C(N3[C@H]3C[C@H](OCC3)C)CC(=O)OC